C1CC12CCN(CC2)C=2OC1=C(C=C(C=C1C(C2)=O)F)C(C)NC2=C(C(=O)O)C=CC=C2 2-[1-[2-(6-Azaspiro[2.5]octan-6-yl)-6-fluoro-4-oxo-chromen-8-yl]ethylamino]benzoic acid